IC1=NNC2=CN=C(C=C21)OC(C)C 3-iodo-5-isopropoxy-1H-pyrazolo[3,4-c]pyridine